tert-butyl 3-[4-[[4-[[tert-butyl(dimethyl)silyl]oxymethyl]phenyl]methoxy]-1,3-dioxo-isoindolin-2-yl]-2,6-dioxo-piperidine-1-carboxylate [Si](C)(C)(C(C)(C)C)OCC1=CC=C(C=C1)COC1=C2C(N(C(C2=CC=C1)=O)C1C(N(C(CC1)=O)C(=O)OC(C)(C)C)=O)=O